C(=O)(O)CCCCC[N+]1=C(CC2=CC=CC=C12)\C=C\C=C\C=C\C=C\1/N(C2=CC=C(C=C2C1)S(=O)(=O)O)CC 1-(5-carboxypentyl)-2-[(1E,3E,5E,7Z)-7-(1-ethyl-5-sulfo-1,3-dihydro-2H-indol-2-ylidene)hepta-1,3,5-trien-1-yl]-3H-indolium